CC=1N=C(C2=C(N1)C=NC(=C2)N2C[C@@H](CC2)NC(C)=O)N[C@H](C)C2=C(C=CC=C2)N2N=CC=C2 |&1:21| N-{(3R)-1-[2-methyl-4-({(1RS)-1-[2-(1H-pyrazol-1-yl)phenyl]ethyl}amino)pyrido[3,4-d]pyrimidin-6-yl]pyrrolidin-3-yl}acetamide